4,4'-Thiobis(6-tert-butyl-2-methyl-phenol) S(C1=CC(=C(C(=C1)C(C)(C)C)O)C)C1=CC(=C(C(=C1)C(C)(C)C)O)C